C1=CC(=CC=C1[N+](=O)[O-])OC2=CC=C(C=C2)[N+](=O)[O-] 4,4'-DINITRODIPHENYL ETHER